ClC=1C(=NC(=CC1)OC)OC 3-chloro-2,6-dimethoxypyridine